(R)-2-(6-(2,5-dichloropyrimidin-4-yl)-8-fluoro-3-methyl-3,4-dihydro-5-oxa-1,2a-diazaacenaphthylene-2-yl)propan-2-ol ClC1=NC=C(C(=N1)C1=C2OC[C@H](N3C(=NC(C(=C1)F)=C32)C(C)(C)O)C)Cl